2-(2,3,5,6-tetrafluorophenylamino)benzoic acid FC1=C(C(=C(C=C1F)F)F)NC1=C(C(=O)O)C=CC=C1